FC1(CN(CC1)C1=CC=C(C=C1)NC(=O)NC(C(=O)O)(CC)CC)F 2-({[4-(3,3-difluoropyrrolidin-1-yl)phenyl]carbamoyl}amino)-2-ethylbutanoic acid